C(C1=CC=CC=C1)C=1C=NC=NC1C1CC=C(CC1)C=1C(=NC=CC1)N1CCCC1 5-Benzyl-6-(4-(2-(pyrrolidin-1-yl)pyridin-3-yl)cyclohex-3-en-1-yl)pyrimidine